OC1(CCN(CCC1)C1=CC(=NC=C1)C(=O)NC=1C=CC=C2C=CC=NC12)C 4-(4-hydroxy-4-methylazepan-1-yl)-N-(quinolin-8-yl)picolinamide